C1(=CC=CC=C1)C=1NC(CN1)=O 2-phenyl-4,5-dihydro-1H-imidazol-5-one